FC(C=1C(=NC=CC1)CN1C(C(=CC=2C1=NC(=CN2)C)C2CC(CC2)C2=C(C=CC=C2C)F)=O)F 5-((3-(difluoromethyl)pyridin-2-yl)methyl)-7-(3-(2-fluoro-6-methylphenyl)cyclopentyl)-3-methylpyrido[2,3-b]pyrazin-6(5H)-one